phosphomannitol P(=O)(O)(O)O[C@H](CO)[C@@H](O)[C@H](O)[C@H](O)CO